FC1=CC(=C(C=C1F)O)C1=C2C(=C(N=N1)NC1CC(C1)(C)O)C=NC=C2 4,5-difluoro-2-(4-(((1r,3r)-3-hydroxy-3-methylcyclobutyl)amino)pyrido[3,4-d]pyridazin-1-yl)phenol